BrC1=C(C=CC2=C1C=C(O2)C(=O)O)N2CCN(CC2)C(C2=C(C=CC=C2Cl)Cl)=O 4-bromo-5-[4-(2,6-dichloro-benzoyl)-piperazin-1-yl]-benzofuran-2-carboxylic acid